OC(C#CC=1C=CC=C2C(=C(C=NC12)C#N)NCC(C)(C)C)(C)C 8-(3-hydroxy-3-methylbut-1-yn-1-yl)-4-(neopentylamino)quinoline-3-carbonitrile